4-[2-(4-chloro-3-fluorophenoxy)acetamido]-N-{[5-(trifluoromethyl)pyridin-2-yl]methyl}bicyclo[2.2.2]octane-1-carboxamide ClC1=C(C=C(OCC(=O)NC23CCC(CC2)(CC3)C(=O)NCC3=NC=C(C=C3)C(F)(F)F)C=C1)F